O1C(=CC2=C1C=CC=C2)C2=CC=C(C=C2)NC(CC2=CC(=CC=C2)C(F)(F)F)=O N-(4-(benzofuran-2-yl)phenyl)-2-(3-(trifluoromethyl)phenyl)acetamide